BrC=1C=C(C=C2CCCN(C12)[C@H]1C[C@@](N(C1)C(=O)OC(C)(C)C)(COC1OCCCC1)C)Cl (2R,4S)-tert-butyl 4-(8-bromo-6-chloro-3,4-dihydroquinolin-1(2H)-yl)-2-methyl-2-(((tetrahydro-2H-pyran-2-yl)oxy)methyl)pyrrolidine-1-carboxylate